N-[4-[(6,7-dimethoxy-1,5-naphthyridin-4-yl)oxy]phenyl]-1,2,6-trimethyl-4-oxo-5-prop-1-en-2-ylpyridine-3-carboxamide COC=1N=C2C(=CC=NC2=CC1OC)OC1=CC=C(C=C1)NC(=O)C1=C(N(C(=C(C1=O)C(=C)C)C)C)C